[Si](C)(C)(C(C)(C)C)OCC1=C(N=NN1C)C=1N=NC(=CC1)C(F)(F)F 3-(5-(((tert-butyldimethylsilyl)oxy)methyl)-1-methyl-1H-1,2,3-triazol-4-yl)-6-(trifluoromethyl)pyridazine